ClC=1C(=NC=CC1)C(C)(C)NC1=NC=C(C=N1)C1=NC=CC(=C1)C(=O)N 2-(2-{[1-(3-chloro(2-pyridyl))-isopropyl]amino}pyrimidin-5-yl)pyridine-4-carboxamide